C(C)(C)(C)OC([C@H](C(C)C1=C(C(=CC=C1F)C)C)NS(=O)(=O)C1=C(C(=O)OC)C=C(C=C1)Cl)=O methyl 2-(N-((2S)-1-(tert-butoxy)-3-(6-fluoro-2,3-dimethylphenyl)-1-oxobutan-2-yl) sulfamoyl)-5-chlorobenzoate